CN1C[C@H]2[C@H](OCCN2C2=CC=C(N=N2)C2=C(C=CC=C2C)O)CC1 2-[6-[(4aS,8aR)-6-methyl-3,4a,5,7,8,8a-hexahydro-2H-pyrido[4,3-b][1,4]oxazin-4-yl]pyridazin-3-yl]-3-methyl-phenol